(R)-N'-(4-hydroxyphenethyl)-N4-methoxy-2-octanamidosuccinamide OC1=CC=C(CCN(C(C[C@H](C(=O)N)NC(CCCCCCC)=O)=O)OC)C=C1